ClC=1C(=CC(=NC1)NC1CCN(CC1)CC1=CC=C(C=C1)N1C(NC(CC1)=O)=O)C1=NC(=CC=C1)NCC1(CCOCC1)C#N 4-(((5'-chloro-2'-((1-(4-(2,4-dioxotetrahydropyrimidin-1(2H)-yl)benzyl)piperidin-4-yl)amino)-[2,4'-bipyridyl]-6-yl)amino)methyl)tetrahydro-2H-pyran-4-carbonitrile